N-(2-chloro-5-(4-(4-(2-fluoroacryloyl)piperazin-1-yl)quinazolin-6-yl)pyridin-3-yl)-2,6-difluoro-benzene-sulfonamide ClC1=NC=C(C=C1NS(=O)(=O)C1=C(C=CC=C1F)F)C=1C=C2C(=NC=NC2=CC1)N1CCN(CC1)C(C(=C)F)=O